CC1=CC=CC(=N1)C1=C(N=CN1)C1=NC2=CC(=CN=C2C=C1)C=1N=C2N(CCNC2)C1 2-(5-(6-methylpyridin-2-yl)-1H-imidazol-4-yl)-7-(5,6,7,8-tetrahydroimidazo[1,2-a]pyrazin-2-yl)-1,5-naphthyridine